C1(=CCCC1)C(=O)OCC Ethyl Cyclopent-1-Ene-1-Carboxylate